FCC=CCF 1,4-difluoro-2-butene